6-(4-amino-2,6-dichlorophenoxy)-2-(pyridazin-3-ylmethyl)-3,4-dihydroisoquinolin NC1=CC(=C(OC=2C=C3CCN(CC3=CC2)CC=2N=NC=CC2)C(=C1)Cl)Cl